2-(4-oxopiperidin-1-yl)ethyl 4-(2-(3-(4-amino-1-isopropyl-1H-pyrazolo[3,4-d]pyrimidin-3-yl)-5-cyclopropylisoxazol-4-yl)pyrimidin-5-yl)piperidine-1-carboxylate NC1=C2C(=NC=N1)N(N=C2C2=NOC(=C2C2=NC=C(C=N2)C2CCN(CC2)C(=O)OCCN2CCC(CC2)=O)C2CC2)C(C)C